C(C)C(CC)CCC(CCC(CCCC)CC)O 3,9-diethyl-6-tridecyl alcohol